The molecule is a pyrimidine 2',3'-dideoxyribonucleoside 5'-triphosphate having thymine as the nucleobase. It is a thymidine phosphate and a pyrimidine 2',3'-dideoxyribonucleoside 5'-triphosphate. It is a conjugate acid of a ddTTP(4-). CC1=CN(C(=O)NC1=O)[C@H]2CC[C@H](O2)COP(=O)(O)OP(=O)(O)OP(=O)(O)O